OCC1OC(CC1)CO 2,5-bis(hydroxymethyl)tetrahydro-furan